O1C2=C(OCC1)C=C(C=C2)[C@H]([C@@H](CN2CCCC2)NC(CCCCCCC)=O)O N-((1R,2R)-1-(2,3-dihydrobenzo-[b][1,4]dioxin-6-yl)-1-hydroxy-3-(pyrrolidin-1-yl)propan-2-yl)octanamide